COC1=C(CNS(=O)(=O)C2=CC=C(C=C2)NC(=O)NCC=2C=NNC2)C=CC=C1 N-(2-Methoxy-benzyl)-4-[3-(1H-pyrazol-4-ylmethyl)-ureido]-benzenesulfonamide